CC1=CC=C(C=C1)S(=O)(=O)CCN(C1=CC=C(C=O)C=C1)C 4-((2-(4-Methylbenzenesulfonyl)ethyl)methylamino)benzaldehyde